(S)-3-(3-(Difluoromethyl)-4-fluorophenyl)-7,7-difluoro-1-((trifluoromethyl)sulfonyl)-5,6,7,8-tetrahydroimidazo[1,5-a]pyridin-8-ol FC(C=1C=C(C=CC1F)C1=NC(=C2N1CCC([C@H]2O)(F)F)S(=O)(=O)C(F)(F)F)F